ClC1=C(C=CC(=C1)OCC=1C(=NOC1C1CC1)C1=C(C=CC=C1Cl)Cl)CCC=1C=C(C(=O)OC)C=C(C1)OC methyl 3-((2-chloro-4-((5-cyclopropyl-3-(2,6-dichlorophenyl) isoxazol-4-yl) methoxy) phenyl) ethyl)-5-methoxybenzoate